3-oxo-cyclobutanecarboxylic methyl ester COC(=O)C1CC(C1)=O